C1(=CC=CC=C1)CC=O Phenylacetaldehyde